(S)-6-(3-Chloro-2-fluorobenzyl)-1-[2,2-dimethyl-(hydroxymethyl)propyl]-7-isopropyloxy-4-oxo-1,4-dihydroquinoline-3-carboxylic acid ClC=1C(=C(CC=2C=C3C(C(=CN(C3=CC2OC(C)C)CC(CCO)(C)C)C(=O)O)=O)C=CC1)F